C(C1=CC=CC=C1)N1CCN(C2=CC=C(C=C12)OC)S(=O)(=O)C1=CC=CC2=CC=CC=C12 4-benzyl-6-methoxy-1-(naphthalene-1-sulfonyl)-1,2,3,4-tetrahydroquinoxaline